(1S,2S)-N-(6-(5-((tert-butyldimethylsilyl)oxy)-2-methylphenyl)benzo[d]thiazol-2-yl)-2-fluorocyclopropane-1-carboxamide [Si](C)(C)(C(C)(C)C)OC=1C=CC(=C(C1)C1=CC2=C(N=C(S2)NC(=O)[C@H]2[C@H](C2)F)C=C1)C